benzyl 3-((1-(N-(5-chloro-4-(cyclopentylmethoxy)-2-fluorobenzoyl)sulfamoyl)azetidin-3-yl)oxy)piperidine-1-carboxylate ClC=1C(=CC(=C(C(=O)NS(=O)(=O)N2CC(C2)OC2CN(CCC2)C(=O)OCC2=CC=CC=C2)C1)F)OCC1CCCC1